8-bromo-N2-((1R,4R)-4-(cyclopropylmethoxy)cyclohexyl)pyrido[4,3-d]pyrimidine-2,5-diamine BrC1=CN=C(C2=C1N=C(N=C2)NC2CCC(CC2)OCC2CC2)N